Furopyridin O1C=CC2=C1C=CC=N2